tert-butyl-3-cyano-5-(1H-pyrrolo[2,3-b]pyridin-3-yl)-3,6-dihydropyridine-1(2H)-carboxylate C(C)(C)(C)OC(=O)N1CC(C=C(C1)C1=CNC2=NC=CC=C21)C#N